BrC1=CC=C(C(=N1)NC=1C=CC(=NC1)NC(OC(C)(C)C)=O)[N+](=O)[O-] tert-butyl (5-((6-bromo-3-nitropyridin-2-yl)amino)pyridin-2-yl)carbamate